((4-(decyloxy)-4-oxobutyl)(2-hydroxyethyl)amino)-3-hexylnonanoate C(CCCCCCCCC)OC(CCCN(CCO)C(C(=O)[O-])C(CCCCCC)CCCCCC)=O